1-Bromo-8-chloro-3-(5-(difluoromethyl)-1,3,4-thiadiazol-2-yl)-N-(3-methyloxetan-3-yl)imidazo[1,5-a]pyridine-6-sulfonamide BrC=1N=C(N2C1C(=CC(=C2)S(=O)(=O)NC2(COC2)C)Cl)C=2SC(=NN2)C(F)F